C(#N)C1=CC2=C(N(C(N=C2N2[C@H](CN(CC2)C(=O)OC(C)(C)C)C)=O)C=2C(=NC=CC2C)C(C)C)N=C1C1=C(C=C(C=C1)F)OC (S)-tert-butyl 4-(6-cyano-7-(4-fluoro-2-methoxyphenyl)-1-(2-isopropyl-4-methylpyridin-3-yl)-2-oxo-1,2-dihydropyrido[2,3-d]pyrimidin-4-yl)-3-methylpiperazine-1-carboxylate